C1(CC1)C1=C(C(=NO1)C1=C(C=CC=C1C)C)CO[C@H]1[C@@H]2CN([C@H](C1)C2)C=2SC1=C(N2)C(=CC(=C1)C(=O)O)C 2-[(1S,4S,5R)-5-{[5-cyclopropyl-3-(2,6-dimethylphenyl)-1,2-oxazol-4-yl]methoxy}-2-azabicyclo[2.2.1]heptan-2-yl]-4-methyl-1,3-benzothiazole-6-carboxylic acid